OC1=C(C=CC(=C1)C(=O)O)C1=CC=CC=C1 hydroxy-[1,1'-biphenyl]-4-carboxylic acid